4-[(E)-1-Chloro-3-oxoprop-1-en-1-yl]-3,5-dimethyl-1H-pyrrol Cl\C(=C\C=O)\C=1C(=CNC1C)C